C1(=CC=CC=C1)N1N=C(N=CC1=O)C1=CC=CC=C1 1,3-Diphenyl-1,2,4-triazin-6(1H)-one